ClC1=NC=C(C(=C1F)C1=C(C=NC(=C1)C)C(=O)NC=1SC(=NN1)OCC12CC(C1)(C2)O)OC 2'-chloro-3'-fluoro-N-(5-((3-hydroxybicyclo(1.1.1)pentan-1-yl)methoxy)-1,3,4-thiadiazol-2-yl)-5'-methoxy-6-methyl-(4,4'-bipyridine)-3-carboxamide